3-Methyl-5-(N-(2,6-dimethylbenzyl)-N-phenethylsulfamoyl)benzofuran-2-carboxylic acid ethyl ester C(C)OC(=O)C=1OC2=C(C1C)C=C(C=C2)S(N(CCC2=CC=CC=C2)CC2=C(C=CC=C2C)C)(=O)=O